C1(=CC=CC=C1)N1C2=C(C(=C(C(=C2C2=C(C(=C(C(=C12)[2H])[2H])B(O)O)[2H])[2H])[2H])[2H])[2H] (9-phenyl-9H-carbazol-3-yl-1,2,4,5,6,7,8-d7)boronic acid